ethyl 2-[tert-butoxycarbonyl(2-methoxyethyl)amino]propanoate C(C)(C)(C)OC(=O)N(C(C(=O)OCC)C)CCOC